BrC=1C=CC=C2C(CC(OC12)C)=O 8-Bromo-2-methyl-chroman-4-one